C[C@H](CCC[C@H](C)CCCC(C)C)CCC[C@@H](C)CCOC[C@@H](COP(=O)([O-])OC[C@@H](C(=O)[O-])[NH3+])OCC[C@H](C)CCC[C@H](C)CCC[C@H](C)CCCC(C)C The molecule is an anionic phospholipid that is the conjugate base of 2,3-bis-O-phytanyl-sn-glycero-3-phospho-L-serine, in which the carboxy and phosphate groups are anionic and the amino group is cationic; major species at pH 7.3. It is an anionic phospholipid and a 2,3-bis-O-phytanyl-sn-glycerol 1-phospholipid anion. It is a conjugate base of a 2,3-bis-O-phytanyl-sn-glycero-3-phospho-L-serine.